ClC1=CC(=C(COC2=CC=CC(=N2)C2CCN(CC2)CC2=NC3=C(N2CCOC)C=C(C=C3)C(=O)O)C=C1)F 2-[(4-{6-[(4-chloro-2-fluorobenzyl)oxy]pyridin-2-yl}piperidin-1-yl)methyl]-1-(2-methoxyethyl)-1H-benzimidazole-6-carboxylic acid